2-isopropyl-6-((3-methyl-4-(1-methylpiperidin-4-yl)oxyphenyl)amino)-1,2-Dihydro-3H-pyrazolo[3,4-d]pyrimidin-3-one C(C)(C)N1NC2=NC(=NC=C2C1=O)NC1=CC(=C(C=C1)OC1CCN(CC1)C)C